5-[3-(1H-Tetrazol-5-yl)phenyl]-8,9,10,11-tetrahydronaphtho[2,1-b][1,4]diazepine-2,4(3H,5H)-dione sodium salt [Na].N1N=NN=C1C=1C=C(C=CC1)N1C2=C(NC(CC1=O)=O)C=1CCCCC1C=C2